FC(C(C(C(F)(F)F)(F)F)(F)F)(C1=CC=NO1)F 5-(perfluorobutyl)isoxazole